1-(2-methoxyethyl)-1-methyl-Piperidinium COCC[N+]1(CCCCC1)C